ClC=1C=C(C=NC1OC)NC=1C2=C(N=CN1)C=CC(=N2)N2CC1(CCN1)C2 N-(5-chloro-6-methoxypyridin-3-yl)-6-(1,6-diazaspiro[3.3]heptan-6-yl)pyrido[3,2-d]pyrimidin-4-amine